COCC1=NN=C2N1CCN(C2)C(=O)OC(C)(C)C tert-Butyl 3-(methoxymethyl)-5,6-dihydro-[1,2,4]triazolo[4,3-a]pyrazine-7(8H)-carboxylate